1-[3-(3-methyltriazol-4-yl)phenyl]-6-oxopyridazine-3-carboxylic acid CN1N=NC=C1C=1C=C(C=CC1)N1N=C(C=CC1=O)C(=O)O